C1(=CC=CC=C1)C#CC1=C(NC=C1C(=O)OC(C)(C)C)C(=O)OC(C)(C)C di-tert-butyl 3-(phenylethynyl)-1H-pyrrole-2,4-dicarboxylate